C(C1=CC=CC=C1)N1CC(CC(C1)C=1C=NNC1)O 1-benzyl-5-(1H-pyrazol-4-yl)piperidin-3-ol